C[C@H](C(=O)N)CC (S)-2-methyl-butyramide